C(C1=CC=CC=C1)(=O)N1CCN(C2=CC=CC=C12)C(=O)NC[C@@H]1CN(CC1)C (R)-4-benzoyl-N-((1-methylpyrrolidin-3-yl)methyl)-3,4-dihydroquinoxaline-1(2H)-carboxamide